Methyl-5-(5-{(1S)-1-[3,5-Bis(trifluoromethyl)benzamido]ethyl}-3-Methyl-1H-1,2,4-triazol-1-yl)pyrazin CC1=NC=C(N=C1)N1N=C(N=C1[C@H](C)NC(C1=CC(=CC(=C1)C(F)(F)F)C(F)(F)F)=O)C